C(#N)CC1(COC1)N1CCN(CC1)C(=O)OC(C)(C)C tert-Butyl 4-[3-(cyanomethyl)oxetan-3-yl]piperazine-1-carboxylate